C(C)N1CCN(CC1)C1=CC=C(C=C1)NC(C1=CN=C(C(=C1)NC1=NC=CC(=N1)C=1C=NC=CC1)C)=O N-[4-(4-Ethyl-piperazin-1-yl)-phenyl]-6-methyl-5-(4-pyridin-3-yl-pyrimidin-2-ylamino)-nicotinamide